4-((3,4-Dihydro-2H-benzo[b][1,4]oxazin-6-yl)amino)-N-(4-(4-methylpiperazin-1-yl)phenyl)-2-oxo-1,2-dihydropyridine-3-carboxamide O1C2=C(NCC1)C=C(C=C2)NC2=C(C(NC=C2)=O)C(=O)NC2=CC=C(C=C2)N2CCN(CC2)C